(R)-N-(pyrrolidin-3-yl)-8-(trifluoromethyl)quinoline-6-amine hydrochloride Cl.N1C[C@@H](CC1)NC=1C=C2C=CC=NC2=C(C1)C(F)(F)F